(E)-1-[2-Hydroxy-6-(3-methylbut-2-enoxy)-4-(2-methylprop-1-enoxy)phenyl]-3-(4-methylphenyl)prop-2-en-1-one OC1=C(C(=CC(=C1)OC=C(C)C)OCC=C(C)C)C(\C=C\C1=CC=C(C=C1)C)=O